N1CC(C1)C(=O)N1C[C@@H]2CNC3=NN=C(C=C3N2CC1)C1=C(C=CC=C1)O azetidin-3-yl-[(10S)-4-(2-hydroxyphenyl)-1,5,6,8,12-pentazatricyclo[8.4.0.02,7]tetradeca-2,4,6-trien-12-yl]methanone